C1(CC1)C=1C=C(C=CC1C(F)(F)F)NC(=O)C1(CCC1)N1N=CC(=C1)C#CC1CN(C1)C=1C=C2C(N(C(C2=CC1)=O)C1C(NC(CC1)=O)=O)=O N-(3-cyclopropyl-4-(trifluoromethyl)phenyl)-1-(4-((1-(2-(2,6-dioxopiperidin-3-yl)-1,3-dioxoisoindolin-5-yl)azetidin-3-yl)ethynyl)-1H-pyrazol-1-yl)cyclobutane-1-carboxamide